BrC1=CC=C(C=C1)N1C(OCC1)=O 3-(4-bromophenyl)oxazolidin-2-one